ClCC1=NC=CC2=CC(=C(C=C12)OC)OC 1-(chloromethyl)-6,7-dimethoxyisoquinoline